(R)-3-Hydroxy-3-(3-(3-(imidazo[1,5-a]pyridin-6-yl)phenyl)isoxazol-5-yl)-1-methylpyrrolidin-2-one O[C@@]1(C(N(CC1)C)=O)C1=CC(=NO1)C1=CC(=CC=C1)C=1C=CC=2N(C1)C=NC2